The molecule is an organofluorine compound, a phosphinamidate and a member of morpholines. It has a role as a nonionic surfactant. C1COCCN1P(=O)(N2CCOCC2)OCCCCCCCCCCCC(C(C(C(C(C(F)(F)F)(F)F)(F)F)(F)F)(F)F)(F)F